C1(CC1)S(=O)(=O)NC1=CC(=NC=C1)[C@@H](C[C@@H]1NCCCC1)NC(=O)C=1SC(=CN1)C1=NC(=CN=C1)OCC N-((R)-1-(4-(cyclopropanesulfonylamino)pyridin-2-yl)-2-((R)-piperidin-2-yl)ethyl)-5-(6-ethoxypyrazin-2-yl)thiazole-2-carboxamide